Cl.CC(C#N)(C)C=1C=NC(=CC1)N1CCNCC1 2-methyl-2-(6-(piperazin-1-yl)pyridin-3-yl)propionitrile hydrochloride